methyl-N-(4-methyl-1,1-dioxidotetrahydro-2H-thiopyran-4-yl)imidazo[1,2-a]pyridine-2-carboxamide CC1=C(N=C2N1C=CC=C2)C(=O)NC2(CCS(CC2)(=O)=O)C